3-(2-ethylhexyl)styrene C(C)C(CC=1C=C(C=C)C=CC1)CCCC